2,3-di-O-phytanyl-sn-glycerol C(CC(C)CCCC(C)CCCC(C)CCCC(C)C)O[C@H](CO)COCCC(C)CCCC(C)CCCC(C)CCCC(C)C